6-(tert-butyl)-4-(2-fluorophenoxy)-5-phenylthieno[2,3-d]pyrimidine C(C)(C)(C)C1=C(C2=C(N=CN=C2OC2=C(C=CC=C2)F)S1)C1=CC=CC=C1